triphenyl-tetrabutyl-phosphonium tetraphenyl-borate C1(=CC=CC=C1)[B-](C1=CC=CC=C1)(C1=CC=CC=C1)C1=CC=CC=C1.C1(=CC=CC=C1)C(CCC[P+](CCCC)(CCCC)CCCC)(C1=CC=CC=C1)C1=CC=CC=C1